C(C=C)(=O)N1[C@@H](C[C@H](CC1)N1N=NC=2C(=NC=3C(=C(C(=CC3C21)Cl)C2=CC=CC=C2)F)OC[C@H]2N(CCC2)C)CC#N 2-((2S,4S)-1-acryloyl-4-(8-chloro-6-fluoro-4-(((S)-1-methylpyrrolidin-2-yl)methoxy)-7-phenyl-1H-[1,2,3]triazolo[4,5-c]quinolin-1-yl)piperidin-2-yl)acetonitrile